3-azidopropyl-trimethoxysilane N(=[N+]=[N-])CCC[Si](OC)(OC)OC